FC(OC=1C=C(OC=2NC(=CN2)C(=O)N)C=CC1)(F)F 2-[3-(trifluoromethoxy)phenoxy]-1H-imidazole-5-carboxamide